C(#N)C1=CC=C2C(=N1)C=NN2C[C@@H]2CC[C@H](CC2)C(=O)O trans-4-[(5-cyanopyrazolo[4,3-b]pyridin-1-yl)methyl]cyclohexanecarboxylic acid